4-(iodomethyl)piperidine ICC1CCNCC1